C(C1CO1)OCC1CO1 (2,3-epoxypropyl) glycidyl ether